NC1(CC2C(C2C1)(C)C)C(=O)NC(C)(C)C 3-amino-N-(tert-butyl)-6,6-dimethylbicyclo[3.1.0]hexane-3-carboxamide